(tert-butoxycarbonyl)-L-phenylalaninate C(C)(C)(C)OC(=O)N[C@@H](CC1=CC=CC=C1)C(=O)[O-]